C(C)(=O)OC1O[C@@H](C([C@H]1OC(C)=O)(F)F)COC(C1=CC=CC=C1)=O (3S,5R)-5-((benzoyloxy)methyl)-4,4-difluorotetrahydrofuran-2,3-diyl diacetate